C(=O)O.ClC1=CC(=C2C(=N1)C(=C(S2)[C@@H]2CC=CC[C@H]2NC)I)NCC=2SC=CC2 5-chloro-3-iodo-2-((1R,6R)-6-(methylamino)cyclohex-3-en-1-yl)-N-(thiophen-2-ylmethyl)thieno[3,2-b]pyridin-7-amine formate